[Na].[Na].[Na].[Na].OC1=C(C(C(=C(C1=O)O)O)=O)O tetrahydroxybenzoquinone tetrasodium salt